ClC1=NC=C2C=C(N=C(C2=C1)NCCO)C1=CC(=CC(=C1)OC)OC 2-((7-chloro-3-(3,5-dimethoxyphenyl)-2,6-naphthyridin-1-yl)amino)ethan-1-ol